(3-((3-methoxypyrrolidine-1-yl)methyl)pyridin-2-yl)boric acid COC1CN(CC1)CC=1C(=NC=CC1)OB(O)O